4-methoxy-gallic acid COC1(C(C=C(C(=O)O)C=C1O)O)O